2-(1,1'-biphenyl-4-yl)-6,7-dihydrooxazolo[5,4-D]pyrrolo[1,2-a]pyrimidin-9(5H)-one C1(=CC=C(C=C1)C=1OC=2N=C3N(C(C2N1)=O)CCC3)C3=CC=CC=C3